CC=1C=C(C(=O)O)C=CC1C(N[C@H](C)C1=CC(=NC2=CC=CC=C12)C=1C=NN(C1)C)=O (R)-3-methyl-4-((1-(2-(1-methyl-1H-pyrazol-4-yl)quinolin-4-yl)ethyl)carbamoyl)benzoic acid